4-fluorobutyramide FCCCC(=O)N